ClC=1C=C(C=2N(C1)C=C(N2)C(=O)N[C@H]2COC[C@@H]2F)C2=C(C=CC=C2)OCC(F)(F)F 6-chloro-N-((3S,4R)-4-fluorotetrahydrofuran-3-yl)-8-(2-(2,2,2-trifluoroethoxy)phenyl)imidazo[1,2-a]pyridine-2-carboxamide